C(C)S(=O)(=O)C1=C(N=C2N1C=C(C=C2)C(F)(F)F)C=2C=C1C(=CN2)N(N=C1)CC(C(F)(F)F)(F)F 5-[3-ethylsulfonyl-6-(trifluoromethyl)imidazo[1,2-a]pyridin-2-yl]-1-(2,2,3,3,3-pentafluoropropyl)pyrazolo[3,4-c]pyridine